FC=1C=C(C=CC1N1CCN(CC1)C)C=1C=C2C(=CC=NC2=CC1)NC=1C=CC2=C(N=CS2)C1 N-(6-(3-fluoro-4-(4-methylpiperazin-1-yl)phenyl)quinolin-4-yl)benzo[d]thiazol-5-amine